CC(C(=O)N1N=C(C(=C1NCC1=CC=CC=C1)C)C1C(CN(CC1)C(CN1CCOCC1)=O)=O)(C)C 4-({[1-(2,2-Dimethylpropanoyl)-4-methyl-3-{1-[2-(morpholin-4-yl)acetyl]-3-oxopiperidin-4-yl}-1H-pyrazol-5-yl]amino}methyl)benzol